2-(4-morpholinopyrido[2,3-d]pyrimidin-2-yl)-5-phenyl-2,4-dihydro-3H-pyrazol-3-one O1CCN(CC1)C=1C2=C(N=C(N1)N1N=C(CC1=O)C1=CC=CC=C1)N=CC=C2